C(CCC)N(CCCC)C=1C=C(C=CC1)NC(C)=O N-[3-(N,N-dibutylamino)phenyl]acetamide